2-(4-isopropyl-5-(8-methoxy-[1,2,4]triazolo[1,5-a]pyridin-6-yl)-1H-pyrazol-3-yl)-4-methyl-5-(1-propylpiperidin-4-yl)thiazole C(C)(C)C=1C(=NNC1C=1C=C(C=2N(C1)N=CN2)OC)C=2SC(=C(N2)C)C2CCN(CC2)CCC